2-((tert-butoxycarbonyl)amino)-7-(3-(pyridin-2-yl)phenoxy)-1,2,3,4-tetrahydronaphthalene-2-carboxylic acid C(C)(C)(C)OC(=O)NC1(CC2=CC(=CC=C2CC1)OC1=CC(=CC=C1)C1=NC=CC=C1)C(=O)O